C(\C=C(/C)\CCC[C@H](C)CCC[C@H](C)CCCC(C)C)(=O)C(C)O phytoyl-ethanol